N1C(=NC=C1)CCNC=1N=C(C2=C(N1)N=C1C(=C2C)CCC1)N N2-(2-(1H-imidazol-2-yl)ethyl)-5-methyl-7,8-dihydro-6H-cyclopenta[5,6]pyrido[2,3-d]pyrimidine-2,4-diamine